CC=1N=C(NC1C)C1=NC=CC(=C1)C=1C=NC=C(C1)C(=O)N1CCN(CC1)C1CCN(CC1)C (2'-(4,5-Dimethyl-1H-imidazol-2-yl)-3,4'-bipyridin-5-yl)(4-(1-methylpiperidin-4-yl)piperazin-1-yl)methanone